NC1=NC2=CN=C(C=C2C=C1C)C(=O)N(N(C1=NC=CC=N1)C)CC1=NC=C(C=C1)C(F)(F)F 2-amino-N',3-dimethyl-N'-(pyrimidin-2-yl)-N-((5-(trifluoromethyl)pyridin-2-yl)methyl)-1,7-naphthyridine-6-carbohydrazide